4-Hydroxy-octacosanoic acid OC(CCC(=O)O)CCCCCCCCCCCCCCCCCCCCCCCC